Dimethyl 2,2'-(1,3-dithietane-2,4-diylidene)bis(3-(4-fluorophenyl)-3-oxopropanoate) S1C(SC1=C(C(=O)OC)C(C1=CC=C(C=C1)F)=O)=C(C(=O)OC)C(=O)C1=CC=C(C=C1)F